N-(6-methoxy-1,2,3,4-tetrahydroisoquinolin-7-yl)-7-[3-(1H-pyrazol-4-yl)phenyl]quinazolin-2-amine COC=1C=C2CCNCC2=CC1NC1=NC2=CC(=CC=C2C=N1)C1=CC(=CC=C1)C=1C=NNC1